N[C@H]1C[C@@H](N(CC1)S(=O)(=O)C1=CC=C(C=C1)NC(C)=O)C N-(4-(((2S,4R)-4-amino-2-methylpiperidin-1-yl)sulfonyl)phenyl)acetamide